FC1=C(C(=O)N)C(=CC(=C1F)C=1N=NC(=CC1)NC1C[C@@H]2[C@@H](CN(C2)C([2H])([2H])C2CCOCC2)C1)F 2,3,6-trifluoro-4-(6-(((3aR,5s,6aS)-2-((tetrahydro-2H-pyran-4-yl)methyl-d2)octahydrocyclopenta[c]pyrrol-5-yl)amino)pyridazin-3-yl)benzamide